2-(3,6-Dimethylpyridin-2-yl)-6-(4-ethyl-3-(hydroxymethyl)-5-oxo-4,5-dihydro-1H-1,2,4-triazol-1-yl)-7-fluoro-4-isopropylisoquinolin-1(2H)-one CC=1C(=NC(=CC1)C)N1C(C2=CC(=C(C=C2C(=C1)C(C)C)N1N=C(N(C1=O)CC)CO)F)=O